C(C)C=1C=NC(=C(C(=O)N)C1)C=1NC(C(N1)=O)(C)C(C)C 5-ethyl-2-(5-isopropyl-5-methyl-4-oxo-4,5-dihydro-1H-imidazol-2-yl)nicotinamide